N'-{5-(4-methoxypyrimidin-5-yl)-7-[1-(1-phenyl-1H-1,2,3-triazol-4-yl)propyl]-7H-pyrrolo[2,3-d]Pyrimidin-4-yl}-N,N-dimethylformamidine COC1=NC=NC=C1C1=CN(C=2N=CN=C(C21)N=CN(C)C)C(CC)C=2N=NN(C2)C2=CC=CC=C2